C(CC)C1(C(=CC2=C(N=C1)C=C(C=C2)C(=O)N)C(=O)N)CCC dipropyl-3H-benzo-[b]azepine-4,8-dicarboxamide